CO[Si](C)(C)OC Dimethoxydimethyl-silan